CC1=NN(C=C1[N+](=O)[O-])C1CC(C1)C(=O)O 3-(3-methyl-4-nitro-1H-pyrazol-1-yl)cyclobutane-1-carboxylic acid